NC=1C(=NC(=NC1C1=C2C=NNC2=CC=C1C)C1=C(N=NC=C1)NC1=NC=CC=C1F)C(=O)N 5-amino-2-(3-((3-fluoropyridin-2-yl)amino)pyridazin-4-yl)-6-(5-methyl-1H-indazol-4-yl)pyrimidine-4-carboxamide